C(C)C(C(=O)O)(CC)NC(NC1=CC=C(C=C1)C(F)(F)F)=O 2-Ethyl-2-({[4-(trifluoromethyl)phenyl]carbamoyl}amino)butanoic acid